copper-vanadium-selenium [Se].[V].[Cu]